sulfonylbis-aniline S(=O)(=O)(NC1=CC=CC=C1)NC1=CC=CC=C1